(2R,4R)-4-[[(2S)-2-amino-3-methoxy-propanoyl]amino]-2-(4-boronobutyl)pyrrolidine-2-carboxylic acid N[C@H](C(=O)N[C@@H]1C[C@@](NC1)(C(=O)O)CCCCB(O)O)COC